ethyl 4,6-dihydroxypyridazine-3-carboxylate OC1=C(N=NC(=C1)O)C(=O)OCC